ClC1=CC=C2C(=N1)C(N(C2=O)C)(C)CO 2-chloro-7-(hydroxymethyl)-6,7-dimethylpyrrolo[3,4-b]pyridin-5-one